tert-butyl 6-(7-cyano-5-fluoro-2,3-dimethyl-1H-indol-4-yl)octahydro-1H-pyrrolo[2,3-c]pyridine-1-carboxylate C(#N)C=1C=C(C(=C2C(=C(NC12)C)C)N1CC2C(CC1)CCN2C(=O)OC(C)(C)C)F